FC=1C=CC(=C(C1)C1CCN(CC1)[C@@H]1COC2(CN(C2)C=2OC=NN2)C1)O[C@@H]1COCCC1 (S)-7-(4-(5-fluoro-2-(((S)-tetrahydro-2H-pyran-3-yl)oxy)phenyl)piperidin-1-yl)-2-(1,3,4-oxadiazol-2-yl)-5-oxa-2-azaspiro[3.4]octane